C(C)OC(CCCCCCN1C(/C(/CC1=O)=C/C1=C(C=CC(=C1)Br)OC)=O)=O (E)-7-(3-(5-bromo-2-methoxybenzylidene)-2,5-dioxopyrrolidinyl)heptanoic acid ethyl ester